but-3-yn-1-yl 2-heptylnonanoate C(CCCCCC)C(C(=O)OCCC#C)CCCCCCC